CN1CC(C1)(C)[C@@](C=1C=C(C=NC1)C1=NC(=NO1)C1(CCOCC1)O)(C1=CC=C(C=C1)C(C)C)O 4-(5-{5-[(R)-(1,3-Dimethyl-azetidin-3-yl)-hydroxy-(4-isopropyl-phenyl)-methyl]-pyridin-3-yl}-[1,2,4]oxadiazol-3-yl)-tetrahydro-pyran-4-ol